S(=S)(=S)([S-])[S-] tetrathiasulfate